N1(CCCCC1)C(=O)OC1=C(C(=C(C=C1)C(C)(C)C)C1=NNC(O1)=O)F tert-butyl-[2-fluoro-3-(2-oxo-3H-1,3,4-oxadiazol-5-yl) phenyl] piperidine-1-carboxylate